C1(=CC=CC=C1)C(CCCCCCCOP(=O)(O)O)C1=CC=CC=C1.C(CCCCC)OC(C=1C(C(=O)OCCCCCC)=CC=CC1)=O.C(CCCCC(C)C)C=1C(=C(C(=C(C1C(=O)O)C(=O)O)CCCCCC(C)C)C(=O)O)CCCCCC(C)C.C(C1=CC=CC=C1)(=O)O.C(C1=CC=CC=C1)(=O)O.CC(COC(C)CO)O dipropylene glycol dibenzoate triisooctyl-trimellitate dihexyl-phthalate diphenyloctyl-phosphate